6-[4-(1-methyl-azetidin-3-yl)phenyl]isoindolin-1-one octadeca-2,13-dien-1-yl-acetate C(C=CCCCCCCCCCC=CCCCC)CC(=O)O.CN1CC(C1)C1=CC=C(C=C1)C1=CC=C2CNC(C2=C1)=O